2-(2-methyl-1H-imidazol-1-yl)ethan-1-one CC=1N(C=CN1)CC=O